C(C1=CC=CC=C1)N1C(C(C(=C1C1=CC(=CC=C1)C(F)(F)F)C)(C[Se]C1=CC=CC=C1)C)=O 1-Benzyl-3,4-dimethyl-3-((phenylseleno)methyl)-5-(3-(trifluoromethyl)phenyl)-1H-pyrrol-2(3H)-one